3-[2-[(5-chloro-2-pyrimidinyl)oxy]phenyl]-5-isoxazolecarboxaldehyde ClC=1C=NC(=NC1)OC1=C(C=CC=C1)C1=NOC(=C1)C=O